COC(=O)C1=CC=C2C(=NN(C2=C1)COCC[Si](C)(C)C)B(O)O (6-(methoxycarbonyl)-1-((2-(trimethylsilyl)ethoxy)methyl)-1H-indazol-3-yl)boronic acid